[N+](=O)([O-])C1=CC=C(C=C1)N1[C@@H]2CN([C@H](C1)C2)C(=O)OC(C)(C)C tert-butyl (1S,4S)-5-(4-nitrophenyl)-2,5-diazabicyclo[2.2.1]heptane-2-carboxylate